COC1=CC=C(C=C1)/C=C/C(=O)C1=CC=C(C=C1)C (E)-3-(4-methoxyphenyl)-1-(p-tolyl)prop-2-en-1-one